N(=[N+]=[N-])CC1=CC2=C(OCO2)C=C1 5-(azidomethyl)benzo[d][1,3]dioxole